2-Chloro-6-[4-(1-phenylethyl)piperazin-1-yl]pyrazine ClC1=NC(=CN=C1)N1CCN(CC1)C(C)C1=CC=CC=C1